N1[C@H](CCC1)CCNC(O[C@H]1[C@H](NC[C@@H]1O)CC1=CC=C(C=C1)C1=CC(=C(C=C1)F)F)=O (2R,3S,4S)-2-({3',4'-difluoro-[1,1'-biphenyl]-4-yl}methyl)-4-hydroxypyrrolidin-3-yl N-{2-[(2R)-pyrrolidin-2-yl]ethyl}carbamate